C(C)OC(=O)C1(CCOCCC1O[Si](C)(C)C(C)(C)C)O.N(=C=S)CCCSC (3-isothiocyanatopropyl)(methyl)sulfane ethyl-5-[(tert-butyldimethylsilyl)oxy]-4-hydroxyoxepane-4-carboxylate